5-(hydroxymethyl)tetrahydrofuran-3-ol OCC1CC(CO1)O